Ethyl N-acryloyl-N-(2-((S)-2-(4-amino-3-chlorobenzamido)-3,3-dimethylbutanamido)-2-cyclopropylacetamido)glycinate C(C=C)(=O)N(CC(=O)OCC)NC(C(C1CC1)NC([C@H](C(C)(C)C)NC(C1=CC(=C(C=C1)N)Cl)=O)=O)=O